C1(CC1)C=1N=CN(C1)C1=NN=C(S1)C=1C(=CC(=NC1)C1=CC=C2N1N=CC(=C2)C#N)NC(C)C 7-(5-(5-(4-cyclopropyl-1H-imidazol-1-yl)-1,3,4-thiadiazol-2-yl)-4-(isopropylamino)pyridin-2-yl)pyrrolo[1,2-b]pyridazine-3-carbonitrile